OCC([C@H](C[C@H]1C(NCCC1)=O)NC([C@H](CC(C)(C)C)NC(C(=O)NC1=C(C=CC=C1)OC(F)(F)F)=O)=O)=O N1-((S)-1-(((S)-4-hydroxy-3-oxo-1-((S)-2-oxopiperidin-3-yl)butan-2-yl)amino)-4,4-dimethyl-1-oxopentan-2-yl)-N2-(2-(trifluoromethoxy)phenyl)oxalamide